C1(=CC=CC=C1)C1=NN(C=C1)C=1N=C(C2=C(N1)C=CC=N2)N2CCOCC2 4-(2-(3-phenyl-1H-pyrazol-1-yl)pyrido[3,2-d]pyrimidin-4-yl)morpholine